3-bromo-7-fluoroimidazo[1,2-a]Pyridine BrC1=CN=C2N1C=CC(=C2)F